BrC=1C=C(C=CC1)C1(COC1)CC(=O)NN 2-(3-(3-bromophenyl)oxetan-3-yl)acetohydrazide